C1(=CC(=C(C=C1)C1=CC=CC=C1)C=1C=CC2=C(C1)C=1N=CN=C(C1O2)C2=CC(=CC=C2)C2=CC=CC1=C2SC2=C1C=CC=C2)C2=CC=CC=C2 8-(1,1':4,1''-terphenyl-3-yl)-4-[3-(dibenzothiophen-4-yl)phenyl]-benzofuro[3,2-d]pyrimidine